1,1,2,2-Tetrafluoroethyl-propylether FC(C(F)F)(F)OCCC